oxygen chlorosilane Cl[SiH3].[O]